methyl 5-bromo-3-(trifluoromethyl)picolinate BrC=1C=C(C(=NC1)C(=O)OC)C(F)(F)F